3-(3-(methanesulfonyl)phenyl)propanoic acid CS(=O)(=O)C=1C=C(C=CC1)CCC(=O)O